2-(6-bromopyridin-2-yl)hex-5-ene-2-ol BrC1=CC=CC(=N1)C(C)(CCC=C)O